(5R)-N-[(3S)-5-methyl-4-oxo-2,3-dihydro-1,5-benzoxazepin-3-yl]-5-(trifluoromethyl)-4,5,6,7-tetrahydro-1H-indazole-3-carboxamide CN1C([C@H](COC2=C1C=CC=C2)NC(=O)C2=NNC=1CC[C@H](CC21)C(F)(F)F)=O